C(C)(C)OC(=O)OC(C)[C@](C(=O)OCCN1CCC(CC1)C)(F)ON1[C@@H]2C=C([C@H](N(C1=O)C2)C(N)=O)C 2-(4-methyl-1-piperidinyl)ethanol 1-isopropoxycarbonyloxyethyl-(2R)-2-[[(2S,5R)-2-carbamoyl-3-methyl-7-oxo-1,6-diazabicyclo[3.2.1]oct-3-en-6-yl]-oxy]-2-fluoro-acetate